CC1=C[C@@H](OC1=O)O\C=C\1/[C@@H]2[C@H](OC1=O)C1=CC=CC=C1C2 (3E,3aR,8bS)-3-({[(2R)-4-methyl-5-oxo-2,5-dihydrofuran-2-yl]oxy}methylene)-3,3a,4,8b-tetrahydro-2H-indeno[1,2-b]furan-2-one